C(CCCCC=CCCCCC)N(CCN1CCNCC1)CCCCCCCCCCCC 4-(2-(Dodec-6-en-1-yl(dodecyl)amino)ethyl)piperazin